NC1=C(C=2C(=NC=C(C2S1)F)C=1C2=C(C=3C=NC(=NC3C1F)N1[C@H]([C@H](CC1)NC(C)C)C)COC2)C#N 2-Amino-7-fluoro-4-(5-fluoro-3-((2S,3S)-3-(isopropylamino)-2-methylpyrrolidin-1-yl)-7,9-dihydrofuro[3,4-f]quinazolin-6-yl)thieno[3,2-c]pyridine-3-carbonitrile